1,2-bis(4-methylphenyl)-1,2-diphenylethylene CC1=CC=C(C=C1)C(=C(C1=CC=CC=C1)C1=CC=C(C=C1)C)C1=CC=CC=C1